C(C=C)(=O)N1C[C@@H](N(CC1)C=1C2=C(N(C(N1)=O)C1=C(C=CC=C1C)C(C)C)N=C(C(=C2)F)Cl)C (S)-4-(4-propenoyl-2-methylpiperazin-1-yl)-7-chloro-6-fluoro-1-(2-isopropyl-6-methylphenyl)pyrido[2,3-d]pyrimidin-2-one